8-(2,4,5-trifluorophenyl)quinoline-3-carboxamide FC1=C(C=C(C(=C1)F)F)C=1C=CC=C2C=C(C=NC12)C(=O)N